2-[2-(3,5-dimethylisoxazol-4-yl)-4-nitro-phenoxy]ethanol CC1=NOC(=C1C1=C(OCCO)C=CC(=C1)[N+](=O)[O-])C